C(CC)S(=O)(=O)O.C(C=1C(O)=CC=CC1)(=O)O salicylic acid propanesulfonate